C1(CCCC1)S(=O)(C)=NC1=NC(=C(C2=CC3=C(C=C12)NN=C3)C3=CC=C(C=C3)F)C(C)C cyclopentyl((5-(4-fluorophenyl)-6-isopropyl-1H-pyrazolo[4,3-g]isoquinolin-8-yl)imino)(methyl)-λ6-sulfanone